O(C1=CC=CC=C1)CCC1(NC=CC=C1N)N 2-(2-phenoxyethyl)pyridine-2,3-diamine